(trifluoromethanesulfonyl)aniline methyl-N-[5-[6-[2-cyanoethyl-(4-fluoro-3-methoxy-phenyl)carbamoyl]-4-methyl-benzimidazol-1-yl]-2-pyridyl]carbamate COC(NC1=NC=C(C=C1)N1C=NC2=C1C=C(C=C2C)C(N(C2=CC(=C(C=C2)F)OC)CCC#N)=O)=O.FC(S(=O)(=O)NC2=CC=CC=C2)(F)F